C(C1=CC=CC=C1)NC(CC1N(C(CC1)=O)CC1=C(C=C(C=C1)Cl)Cl)=O N-benzyl-2-[1-[(2,4-dichlorophenyl)methyl]-5-oxopyrrolidin-2-yl]acetamide